3-[(E)-2-[5-(trifluoromethyl)-1,2-oxazol-3-yl]vinyl]azetidine-1-carboxylic acid tert-butyl ester C(C)(C)(C)OC(=O)N1CC(C1)\C=C\C1=NOC(=C1)C(F)(F)F